N[C@@H]1[C@H](CCCC1)NC(OC(C)(C)C)=O tert-butyl ((1S,2S)-2-aminocyclohexyl)carbamate